N-(2-Hydroxy-5-(4-(trifluoromethyl)phenoxy)phenyl)-1-methyl-5-oxopyrrolidine-2-carboxamide OC1=C(C=C(C=C1)OC1=CC=C(C=C1)C(F)(F)F)NC(=O)C1N(C(CC1)=O)C